(Z)-4-((3-(1,1-difluoropropyl)phenyl)carbamoyl)-2-(6-methoxy-2',6'-dimethyl-4'-(prop-1-en-1-yl)-[1,1'-biphenyl]-3-yl)-5-methyl-1H-imidazole 3-oxide FC(CC)(F)C=1C=C(C=CC1)NC(=O)C=1[N+](=C(NC1C)C=1C=C(C(=CC1)OC)C1=C(C=C(C=C1C)\C=C/C)C)[O-]